FC(C(=O)[O-])(F)F.C(C)OC(=O)OCOC(C(=O)OC1CC2CCC(C1)[N+]21CCCC1)(C1=CC=CC=C1)C1=CC=CC=C1 3-(2-(((Ethoxycarbonyl)oxy)methoxy)-2,2-diphenylacetoxy)spiro[bicyclo[3.2.1]octane-8,1'-pyrrolidin]-8-ium trifluoroacetate